N1(CCOCC1)C(C)=O 1-morpholin-4-ylethanone